(rac)-(6-(3-Cyclopropyl-4-fluorophenoxy)-2-azaspiro[3.4]octan-2-yl)((1s,3s)-3-hydroxy-3-methylcyclobutyl)methanone C1(CC1)C=1C=C(O[C@H]2CC3(CN(C3)C(=O)C3CC(C3)(C)O)CC2)C=CC1F |r|